racemic-alpha-hydroxyisocaproic acid O[C@@H](C(=O)O)CC(C)C |r|